FC=1C=CC=C2C[C@@H]([C@@H](C12)OCOC)NC([O-])=O (1R,2S)-7-Fluoro-1-(methoxymethoxy)-2,3-dihydro-1H-inden-2-yl-carbamat